The molecule is the fatty acid ethyl ester of 3-hydroxybutyric acid. It has a role as a metabolite. It derives from a 3-hydroxybutyric acid. CCOC(=O)CC(C)O